[O-]S(=O)(=O)C(F)(F)F.C1(=C(C(=CC(=C1)C)C)[I+]C1=CC(=CC=C1)Br)C mesityl(3-bromophenyl)iodonium triflate